tert-butyl (3-(3-((3,4-dichlorophenoxy)methyl)-1,2,4-oxadiazol-5-yl)bicyclo[1.1.1]pentan-1-yl)carbamate ClC=1C=C(OCC2=NOC(=N2)C23CC(C2)(C3)NC(OC(C)(C)C)=O)C=CC1Cl